C(C)OC(=O)/N=N/C(=O)OCC ethyl [(1E)-(ethoxycarbonyl)diazenyl]methanoate